N1(CCCCC1)C1CCN(CC1)C=1C2=C(N=CN1)NC=C2C2=CC(=CC=C2)Cl 4-([1,4'-bipiperidin]-1'-yl)-5-(3-chlorophenyl)-7H-pyrrolo[2,3-d]pyrimidine